C(C)(C)(C)OC(=O)N1C[C@@H](CC1)CF (R)-3-(fluoromethyl)pyrrolidine-1-carboxylic acid tert-butyl ester